NC1=NC=2C=CC=CC2C2=C1N=C(N2CC(C)(O)C)CCCC(C(F)(F)F)C 1-(4-amino-2-(5,5,5-trifluoro-4-methylpentyl)-1H-imidazo[4,5-c]quinolin-1-yl)-2-methylpropan-2-ol